FC=1C=C2CN(CC2=CC1)C(=O)NCC(NC)C1=CC=C(C=C1)OC (+)-5-fluoro-N-(2-(4-methoxyphenyl)-2-(methylamino)ethyl)isoindoline-2-carboxylic acid amide